COC=1C=CC2=C(C(OC3=CC(=CC=C23)B2OC(C(O2)(C)C)(C)C)=O)C1 8-methoxy-3-(4,4,5,5-tetramethyl-1,3,2-dioxaborolan-2-yl)-6H-benzo[c]chromen-6-one